P(=O)(O)(O)O.OCCC=C(C(=O)O)C.OCCC=C(C(=O)O)C di(2-hydroxyethyl methacrylate) phosphate